dimethyl phosphoroamidite P(OC)(OC)N